C(CCCCCCCCCCCCCCCCC)(=O)[O-].[Cr+3].C(CCCCCCCCCCCCCCCCC)(=O)[O-].C(CCCCCCCCCCCCCCCCC)(=O)[O-] chromium stearate